S1N=CC2=C1C=CC=C2 1,2-Benzisothiazole